BrC=1C=C(SC1CC)C=1C=C(NS(N1)(=O)=O)C(=O)OC Methyl 5-(4-bromo-5-ethylthiophen-2-yl)-2H-1,2,6-thiadiazine-3-carboxylate 1,1-dioxide